S1C(=NC2=C1C=CC=C2)C2=C(SC1=C2CNCC1)NC(=O)C1CC(C1)NC(C)C N-(3-(Benzo[d]thiazol-2-yl)-4,5,6,7-tetrahydrothieno[3,2-c]pyridin-2-yl)-3-(isopropylamino)cyclobutane-1-carboxamide